FC(C=1C(=NC=CN1)S(=O)(=O)N)F 3-(difluoromethyl)pyrazine-2-sulfonamide